(1R,3S,5R)-2-(2-(4-amino-9H-pyrido[4',3':4,5]pyrrolo[2,3-d]pyrimidin-9-yl)acetyl)-N-(6-bromopyridin-2-yl)-5-methyl-2-azabicyclo[3.1.0]hexane-3-carboxamide NC=1C2=C(N=CN1)N(C1=C2C=CN=C1)CC(=O)N1[C@@H]2C[C@@]2(C[C@H]1C(=O)NC1=NC(=CC=C1)Br)C